ClC=1C(=NC=NC1C=1C=NN(C1)C(C)OCC)NC(=S)NC(OCC)=O ethyl N-({5-chloro-6-[1-(1-ethoxyethyl)-1H-pyrazol-4-yl]pyrimidin-4-yl}carbamothioyl)carbamate